C(C)(C)N1C(N(C=2N=NC=3C=CC(=CC3C21)C=2C=NC(=CC2)[C@@H](C)OCCN2C[C@@H](CC2)OC(F)(F)F)C)=O 1-isopropyl-3-methyl-8-(6-((R)-1-(2-((R)-3-(trifluoromethoxy)pyrrolidin-1-yl)ethoxy)ethyl)pyridin-3-yl)-1H-imidazo[4,5-c]cinnolin-2(3H)-one